BrC1=CC(=C(C=C1)NC1=C(C(=O)O)C=CC(=C1F)F)Cl 2-[(4-bromo-2-chlorophenyl)amino]-3,4-difluorobenzoic acid